di-(2-bromoethyl)itaconic acid BrCCC(=C(C(=O)O)CC(=O)O)CCBr